dimethyl 6-fluoro-3-oxo-1,3-dihydroisobenzofuran-1-ylphosphonate FC1=CC=C2C(OC(C2=C1)P(OC)(OC)=O)=O